C(C1=CC=CC=C1)(=O)N1C(N(C=CC1=O)C1C(N(CC1)C1=CC=C(C=C1)C#C[Si](C)(C)C)=O)=O 3-benzoyl-1-(2-oxo-1-(4-((trimethylsilyl)ethynyl)-phenyl)pyrrolidin-3-yl)pyrimidine-2,4(1H,3H)-dione